CC1=NOC(=C1C=O)C 3,5-dimethyl-isoxazole-4-carbaldehyde